(2E)-3-(2-hydroxyphenyl)prop-2-enoic acid OC1=C(C=CC=C1)/C=C/C(=O)O